Methyl-pyridazin CC=1N=NC=CC1